C(C)(=O)C=1C=CC=2N(C1)N=CC2NC(=O)[C@H]2CCN(C1(CC1)C2)C(=O)C2=NNC(=C2)C2=CC(=NC=C2F)OC (S)-N-(6-acetylpyrazolo[1,5-a]pyridin-3-yl)-4-(5-(5-fluoro-2-methoxypyridin-4-yl)-1H-pyrazole-3-carbonyl)-4-azaspiro[2.5]octane-7-carboxamide